3-bromo-5-(4-chlorophenyl)-2-phenylthiophene BrC1=C(SC(=C1)C1=CC=C(C=C1)Cl)C1=CC=CC=C1